[Si](C)(C)(C(C)(C)C)O[C@@H](C)C=1C=C(C=C2C(C(=C(OC12)Cl)C)=O)C 8-[(1S)-1-[tert-butyl(dimethyl)silyl]oxyethyl]-2-chloro-3,6-dimethyl-chromen-4-one